2-amino-4-((2R,4S)-4-ethoxy-1-((5-methoxy-7-methyl-1H-indol-4-yl)methyl)piperidin-2-yl)benzoic acid NC1=C(C(=O)O)C=CC(=C1)[C@@H]1N(CC[C@@H](C1)OCC)CC1=C2C=CNC2=C(C=C1OC)C